FC1=C(C(=CC(=C1)OC)F)N1C(=NC(=C1)C1=CC=C(C=C1)OC(F)F)NC(C1=CC=C(C=C1)OC(F)F)=O N-[1-(2,6-Difluoro-4-methoxyphenyl)-4-[4-(difluoromethoxy)phenyl]-1H-imidazol-2-yl]-4-(difluoromethoxy)benzamide